3,4-dihydro-isoquinoline-2,3-dicarboxylic acid 2-benzyl ester C(C1=CC=CC=C1)OC(=O)N1CC2=CC=CC=C2CC1C(=O)O